1-(4-bromobenzyl)-3,3-difluoropyrrolidin-2-one BrC1=CC=C(CN2C(C(CC2)(F)F)=O)C=C1